5-[4-amino-5-(trifluoromethyl)pyrrolo[2,1-f][1,2,4]triazin-7-yl]-N-[(3R,4S)-4-fluoro-1-(4-fluoropyridine-2-carbonyl)pyrrolidin-3-yl]-2-methylbenzamide NC1=NC=NN2C1=C(C=C2C=2C=CC(=C(C(=O)N[C@@H]1CN(C[C@@H]1F)C(=O)C1=NC=CC(=C1)F)C2)C)C(F)(F)F